NC(CCCCCCCCC)(N)N triaminodecane